methyl N-methyl-N-(1-(((S)-1-methylaziridin-2-yl) sulfonyl) piperidine-4-carbonyl)-L-valinate CN([C@@H](C(C)C)C(=O)OC)C(=O)C1CCN(CC1)S(=O)(=O)C1[N@](C1)C